C1(CC1)[C@H](N1CC(NC2=C(C1=O)C=C(C=C2C=2C(=NN(C2)CC)C(F)(F)F)CO)=O)C2=NC=CC(=C2)OC (S)-4-(cyclopropyl(4-methoxypyridin-2-yl)methyl)-9-(1-ethyl-3-(trifluoromethyl)-1H-pyrazol-4-yl)-7-(hydroxymethyl)-3,4-dihydro-1H-benzo[e][1,4]diazepine-2,5-dione